ClC1=C(C=CC2=C1C(NS2(=O)=O)=O)F 4-chloro-5-fluorobenzo[d]isothiazol-3(2H)one-1,1-dioxide